(1R,2S,5S)-N-[cyano(pyrazolo[1,5-b]pyridazin-6-yl)methyl]-3-[(2S)-3,3-dimethyl-2-[(2,2,2-trifluoroacetyl)amino]butanoyl]-6,6-dimethyl-3-azabicyclo[3.1.0]hexane-2-carboxamide C(#N)C(NC(=O)[C@@H]1[C@H]2C([C@H]2CN1C([C@H](C(C)(C)C)NC(C(F)(F)F)=O)=O)(C)C)C=1C=CC=2N(N1)N=CC2